BrC=1C(=CC(=C(N)C1)C(F)(F)F)F 5-bromo-4-fluoro-2-(trifluoromethyl)aniline